alpha-methyl-styrene-Acrylonitrile CC(C#N)=CC=CC1=CC=CC=C1